BrC1=CN=C(N=N1)N[C@H]1C([C@@H]2CC[C@H](C1)N2C(=O)OC(C)(C)C)F tert-butyl (1S,3R,5R)-3-[(6-bromo-1,2,4-triazin-3-yl)amino]-2-fluoro-8-azabicyclo[3.2.1]octane-8-carboxylate